3-((6-cyano-2H-indazol-2-yl)(5-methoxy-7-methyl-1H-indol-4-yl)methyl)-2,2-difluoro-cyclopropane-1-carboxylic acid C(#N)C=1C=CC2=CN(N=C2C1)C(C1C(C1C(=O)O)(F)F)C1=C2C=CNC2=C(C=C1OC)C